Methyl ((S)-1-((S)-3-(((S)-6,6-difluoro-1,2-dioxo-1-(o-tolylamino)heptan-3-yl)carbamoyl)-2-azaspiro[4.5]decan-2-yl)-3,3-dimethyl-1-oxobutan-2-yl)carbamate FC(CC[C@@H](C(C(NC1=C(C=CC=C1)C)=O)=O)NC(=O)[C@H]1N(CC2(C1)CCCCC2)C([C@H](C(C)(C)C)NC(OC)=O)=O)(C)F